F[B-](F)(F)F.C[N+](C)(C)C Tetramethyl-ammonium tetrafluoroborate